O1C(=CC=C1C(=O)[O-])C(=O)OC(C)C methylethyl furan-2,5-dicarboxylate